7-{[1-(2-fluorophenyl)-1H-1,2,3-triazol-4-yl]methyl}-5-iodo-7H-pyrrolo[2,3-d]pyrimidin-4-amine FC1=C(C=CC=C1)N1N=NC(=C1)CN1C=C(C2=C1N=CN=C2N)I